5-bromo-2-methyl-1-(2-trimethylsilylethoxymethyl)imidazole-4-carbaldehyde BrC1=C(N=C(N1COCC[Si](C)(C)C)C)C=O